N-(2-methacryloxyethyl)-N,N-dimethyl-N-(3-sulfopropyl)ammonium zinc sulfopropionate S(=O)(=O)(O)C(C(=O)[O-])C.[Zn].C(C(=C)C)(=O)OCC[N+](CCCS(=O)(=O)O)(C)C